3-(4-fluorophenyl)-1-(2,3,4-trimethoxyphenyl)prop-2-en-1-one FC1=CC=C(C=C1)C=CC(=O)C1=C(C(=C(C=C1)OC)OC)OC